2-chloro-N4-(3-(pyrrolidin-1-ylmethyl)benzyl)quinolin-3,4-diamine ClC1=NC2=CC=CC=C2C(=C1N)NCC1=CC(=CC=C1)CN1CCCC1